(R)-3-(methoxymethyl)indoline COC[C@H]1CNC2=CC=CC=C12